CC1=NN(C=C1)C1=NC=CC=N1 3-methyl-1-(pyrimidin-2-yl)-1H-pyrazol